OC(=O)C(F)(F)F.NC1=C(C(=O)NC2CCC(CC2)O)C=CC=N1 2-amino-N-((1r,4S)-4-hydroxycyclohexyl)nicotinamide TFA salt